[1-(tert-butoxycarbonylamino)-7-(3-pyridyl)-2-naphthyl] trifluoromethane-sulfonate FC(S(=O)(=O)OC1=C(C2=CC(=CC=C2C=C1)C=1C=NC=CC1)NC(=O)OC(C)(C)C)(F)F